C(C1=CC(=C(N)C(=C1)C(C)CCC)C(C)CCC)C1=CC(=C(N)C(=C1)C(C)CCC)C(C)CCC 4,4'-methylenebis(2,6-di(sec-amyl)aniline)